ClC=1C=2N(C=C(C1)S(=O)(=O)NC1(CC1)CF)C(=NC2C)C=2SC(=NN2)C(F)F 8-chloro-3-(5-(difluoromethyl)-1,3,4-thiadiazol-2-yl)-N-(1-(fluoromethyl)cyclopropyl)-1-methylimidazo[1,5-a]pyridine-6-sulfonamide